FC(C1=NC(=NO1)C1=CC=2N(C=C1)C=C(N2)C(=O)OCC)(F)F Ethyl 7-(5-(trifluoromethyl)-1,2,4-oxadiazol-3-yl)imidazo[1,2-a]pyridine-2-carboxylate